2-[(2E)-9,10-dimethoxy-4-oxo-2-[(2,4,6-trimethylphenyl)imino]-6H,7H-pyrimido[4,3-a]isoquinolin-3-yl]cyclopropane-1-carboxylic acid COC=1C=C2CCN3C(C2=CC1OC)=C\C(\N(C3=O)C3C(C3)C(=O)O)=N/C3=C(C=C(C=C3C)C)C